N,2-dimethyl-8-[4-(trifluoromethyl)phenyl]-2H,8H-pyrazolo[3,4-b]indole CN1N(CC2=C1N(C1=CC=CC=C21)C2=CC=C(C=C2)C(F)(F)F)C